1-(4-benzimidazol-1-yl-phenyl)-3-[1,3,4]thiadiazol-2-yl-urea N1(C=NC2=C1C=CC=C2)C2=CC=C(C=C2)NC(=O)NC=2SC=NN2